Para-sexiphenyl C1(=CC=CC=C1)C1=CC=C(C=C1)C1=CC=C(C=C1)C1=CC=C(C=C1)C1=CC=C(C=C1)C1=CC=CC=C1